4,4-Bis(maleimido)-1,1'-biphenyl C1(C=CC(N1C1(CC=C(C=C1)C1=CC=CC=C1)N1C(C=CC1=O)=O)=O)=O